1-(4-((5-Fluoro-2-((4-(4-methylpiperazin-1-yl)phenyl)amino)pyrimidin-4-yl)amino)piperidin-1-yl)prop-2-en-1-one FC=1C(=NC(=NC1)NC1=CC=C(C=C1)N1CCN(CC1)C)NC1CCN(CC1)C(C=C)=O